tert-butyl 9-(5-(trifluoromethyl)pyridin-3-yl)-3,9-diazaspiro[5.5]undecane-3-carboxylate FC(C=1C=C(C=NC1)N1CCC2(CCN(CC2)C(=O)OC(C)(C)C)CC1)(F)F